3-(6-(difluoromethyl)pyridin-2-yl)-1-(2-methoxypyrimidin-5-yl)-1-((5-(trifluoromethyl)-1H-pyrazol-3-yl)methyl)urea FC(C1=CC=CC(=N1)NC(N(CC1=NNC(=C1)C(F)(F)F)C=1C=NC(=NC1)OC)=O)F